[Si](C)(C)(C(C)(C)C)OC(C)C1=CC=C(NC)C=C1 4-{1-[(tert-Butyldimethylsilyl)oxy]ethyl}-N-methylaniline